C(#N)C=1C=NNC1C(F)(F)F 4-cyano-5-(trifluoromethyl)pyrazol